CC1(CN2C(O1)=C(C=N2)S(=O)(N)=NC(NC2=C1C(=CC=3CCCC23)CC1)=O)C 2,2-dimethyl-N'-((2,4,5,6-tetrahydro-1H-cyclobuta[f]inden-3-yl)carbamoyl)-2,3-dihydropyrazolo[5,1-b]oxazole-7-sulfonimidamide